C(C1=CC=CC=C1)OC1=C(C=CC(=C1)OC)C(CBr)=O 1-(2-(benzyloxy)-4-methoxyphenyl)-2-bromoethanone